N-(tert-Butoxycarbonyl)glycyl-L-prolyl-S-trityl-L-cysteine C(C)(C)(C)OC(=O)NCC(=O)N1[C@@H](CCC1)C(=O)N[C@@H](CSC(C1=CC=CC=C1)(C1=CC=CC=C1)C1=CC=CC=C1)C(=O)O